4-[[(7-aminopyrazolo[1,5-a]pyrimidin-5-yl)amino]methyl]piperidin-3-ol NC1=CC(=NC=2N1N=CC2)NCC2C(CNCC2)O